BrC=1C=CC=C2C=CC(=NC12)C=1C=NC=CC1C 8-bromo-2-(4-methylpyridin-3-yl)quinoline